methyl N-[4-({5-[(4-bromo-2-fluorophenyl)amino]-4-methylpyridin-3-yl}methyl)-3-fluoropyridin-2-yl]carbamate BrC1=CC(=C(C=C1)NC=1C(=C(C=NC1)CC1=C(C(=NC=C1)NC(OC)=O)F)C)F